C(=O)(O)CCC[N+](C)(C)C (3-carboxypropyl)trimethylammonium